(E)-3-(5-((3,5-difluorobenzyl)amino)-1H-indazol-3-yl)-N-isopropylacrylamide FC=1C=C(CNC=2C=C3C(=NNC3=CC2)/C=C/C(=O)NC(C)C)C=C(C1)F